C(O)C1=NC(=NC(=N1)CO)CO 2,4,6-trimethylol-1,3,5-triazine